C1(=CC=CC=C1)SCC1N(C1)S(=O)(=O)C1=CC=C(C)C=C1 2-((phenylthio)methyl)-1-tosylaziridine